ClC1=C(C(=O)NC=2C(=C(C=CC2F)NC(OC(C)(C)C)=O)F)C=C(C=C1C)NC(=O)[C@@H]1C([C@H]1C1=CC(=C(C(=C1)Cl)Cl)Cl)(Cl)Cl tert-Butyl (3-(2-chloro-5-((1R,3R)-2,2-dichloro-3-(3,4,5-trichlorophenyl)cyclopropane-1-carboxamido)-3-methylbenzamido)-2,4-difluorophenyl)carbamate